CC1=NNC(=C1C1=CC=C(NC([C@H]([C@@H]2CCC3=CC=C(C=C23)C2=NC(=CN=C2)C(C)C)NC(=O)C2(CC2)F)=O)C=C1)C N-[(1S)-2-[4-(3,5-dimethyl-1H-pyrazol-4-yl)anilino]-1-[(1R)-6-(6-isopropylpyrazin-2-yl)indan-1-yl]-2-oxo-ethyl]-1-fluoro-cyclopropanecarboxamide